IC=1C=C(OC2=C(C=C(C(=N2)C2=NN=CO2)[N+](=O)[O-])C(F)(F)F)C=CC1 5-[6-(3-iodophenoxy)-3-nitro-5-(trifluoromethyl)-2-pyridinyl]-1,3,4-oxadiazole